2-(4-(2-(benzo[d]oxazol-2-ylamino)-2-oxoethyl)phenoxy)nicotinamide O1C(=NC2=C1C=CC=C2)NC(CC2=CC=C(OC1=C(C(=O)N)C=CC=N1)C=C2)=O